CN1N=C2C(=C1)COC=1C(=CC=CC12)NC1=NC(=NC=C1C(=O)N)NC1=NC=CC=C1 4-[(2-Methyl-4H-chromeno[4,3-c]pyrazol-6-yl)amino]-2-(2-pyridylamino)pyrimidine-5-carboxamide